1,3-dichloro-8,9-dihydropyrido[3,4-d]pyrrolo[1,2-a]pyrimidin-5(7H)-one ClC1=NC(=CC2=C1N=C1N(C2=O)CCC1)Cl